C(=O)(C(=O)O)CC(=O)O.C(=O)(C(=O)O)CC(=O)O oxaloacetic acid, oxaloacetate salt